N-(1-cyanocyclopropyl)-3-(5-(difluoromethyl)-1,3,4-thiadiazol-2-yl)-7-(1-(isopropylsulfonyl)-1,2,3,6-tetrahydropyridin-4-yl)-1-methyl-1H-indazole-5-sulfonamide C(#N)C1(CC1)NS(=O)(=O)C=1C=C2C(=NN(C2=C(C1)C=1CCN(CC1)S(=O)(=O)C(C)C)C)C=1SC(=NN1)C(F)F